OC(CC(=O)OC(CCO)C)C (3-hydroxy-1-methyl-propyl) 3-hydroxybutanoate